FC1=CC(=C(C=C1)C(C)N1C[C@@H](N(C[C@H]1C)C=1C=2C(N(C(C1)=O)C([2H])([2H])[2H])=CNN2)C)C(F)(F)F 7-((2S,5R)-4-(1-(4-fluoro-2-(trifluoromethyl)phenyl)ethyl)-2,5-dimethylpiperazine-1-yl)-4-(methyl-d3)-2,4-dihydro-5H-pyrazolo[4,3-b]Pyridin-5-one